CN1N=CC(=C1)S(=O)(=O)C1=CC=C(C2=C1CCO2)[N+](=O)[O-] 1-methyl-4-((7-nitro-2,3-dihydrobenzofuran-4-yl)sulfonyl)-1H-pyrazole